C1(CC1)N(C(=O)C1CN(CCC1)C1=CC(=CC=C1)OC(C(=O)NS(=O)(=O)C1=CC(=CC=C1)OC)(C)C)CC1=CC=C(C=C1)C=1SC=CC1 N-Cyclopropyl-1-(3-((1-((3-methoxyphenyl)sulfonamido)-2-methyl-1-oxopropan-2-yl)oxy)phenyl)-N-(4-(thiophen-2-yl)benzyl)piperidine-3-carboxamide